disulfanediylbis(ethane-2,1-diyl)bis(piperidine-1,4-diyl)bis(ethane-2,1-diyl)bis(oxy)bis(2-oxoethane-2,1-diyl)bis(4,1-phenylene) dioleate C(CCCCCCC\C=C/CCCCCCCC)(=O)OC1=CC=C(C=C1)CC(=O)OCCC1CCN(CC1)CCSSCCN1CCC(CC1)CCOC(CC1=CC=C(C=C1)OC(CCCCCCC\C=C/CCCCCCCC)=O)=O